2',3-dichloro-4-((3,5-difluoropyridin-2-yl)methoxy)-5'-methoxy-6-methyl-2H-[1,4'-bipyridin]-2-one ClC1=NC=C(C(=C1)N1C(C(=C(C=C1C)OCC1=NC=C(C=C1F)F)Cl)=O)OC